BrC=1C=C(C=CC1)CN1C(=NC=C1)[C@H]1N(C[C@@H](C1)O[Si](C)(C)C(C)(C)C)C(=O)[C@H](C(C)(C)C)NC(OC(C)(C)C)=O tert-Butyl N-[(1S)-1-[(2S,4R)-2-[1-[(3-bromophenyl)methyl]imidazol-2-yl]-4-[tert-butyl(dimethyl)silyl]oxy-pyrrolidine-1-carbonyl]-2,2-dimethylpropyl]carbamate